NC1=NC2=CC(=CC=C2C(=C1)NC1CC2(CC(C2)O)C1)C1=CC=NN1 (Ra)-6-(2-amino-7-(1H-pyrazol-5-yl)quinolin-4-ylamino)spiro[3.3]heptan-2-ol